C(C)(C)(C)OC(=O)N([C@@H](CC(C)C)C(=O)N([C@H](C)C(=O)O)CCCOC)C N-(N-(tert-Butoxycarbonyl)-N-methyl-L-leucyl)-N-(3-methoxypropyl)-D-alanine